FC=1C=C(C=CC1F)C=1OC2=C(C=C(C=C2C(C1C)=O)C)[C@@H](C)NC=1C(=NC(=CC1)C)C(=NO)N 3-[[(1R)-1-[2-(3,4-Difluoro-phenyl)-3,6-dimethyl-4-oxo-chromen-8-yl]ethyl]amino]-N'-hydroxy-6-methyl-pyridine-2-carboxamidine